C(C)C1=C(C(=CC=C1)CC)N=CCOCCC N-(2,6-diethyl-phenyl)-2-propoxyl-ethane-1-imine